(E)-3-(4-(((1-(4-(4-Cyano-3-fluorophenyl)-5-(3-hydroxy-4-(2-hydroxy-2-methylpropoxy)phenyl)-3-methylpyridin-2-yl)piperidin-4-yl)amino)methyl)phenyl)-N-hydroxyacrylamide hydrochloride Cl.C(#N)C1=C(C=C(C=C1)C1=C(C(=NC=C1C1=CC(=C(C=C1)OCC(C)(C)O)O)N1CCC(CC1)NCC1=CC=C(C=C1)/C=C/C(=O)NO)C)F